1-(3,7-dibromo-10H-phenoxazin-10-yl)-2-(3-(trifluoromethyl)-5,6-dihydro-[1,2,4]triazolo[4,3-a]pyrazin-7(8H)-yl)ethan-1-one methylcarbamoylbenzofuran-5-carboxylate CNC(=O)OC(=O)C=1C=CC2=C(C=CO2)C1.BrC=1C=CC=2N(C3=CC=C(C=C3OC2C1)Br)C(CN1CC=2N(CC1)C(=NN2)C(F)(F)F)=O